3-(4-chloro-phenyl)propan ClC1=CC=C(C=C1)CCC